4-[(4-aminophenyl)(3-methoxyphenyl)methyl]aniline tert-butyl-N-[4-(methylcarbamoyl)cyclohexyl]carbamate C(C)(C)(C)OC(NC1CCC(CC1)C(NC)=O)=O.NC1=CC=C(C=C1)C(C1=CC=C(N)C=C1)C1=CC(=CC=C1)OC